NC=1C=C(C=CC1)[C@H]1N(CCCC1)C(=O)OC(C)(C)C tert-butyl (S)-2-(3-aminophenyl)piperidine-1-carboxylate